2-Chloro-1-bromonaphthalene ClC1=C(C2=CC=CC=C2C=C1)Br